NC=1C(=NC(=C(N1)C=1OC=CN1)C=1C=CC=2N(C1)C(=CN2)C)C(=O)NCC2=NC(=CC=C2)N2CC1(CCN1C)C2 3-amino-N-((6-(1-methyl-1,6-diazaspiro[3.3]heptan-6-yl)pyridin-2-yl)methyl)-6-(3-methylimidazo[1,2-a]pyridin-6-yl)-5-(oxazol-2-yl)pyrazine-2-carboxamide